N[C@H]1[C@@H](C1)C(=O)NCC=1SC(=CC1)C(CSC1=NC(=NC2=CC=C(C=C12)OC)C)=O (1R,2R)-2-amino-N-((5-(2-((6-methoxy-2-methylquinazolin-4-yl)thio)acetyl)thiophen-2-yl)methyl)cyclopropane-1-carboxamide